4-((3R,5R)-4-acryloyl-5-methylmorpholin-3-yl)-6-chloro-[2,4'-bipyridine]-2'-carboxamide C(C=C)(=O)N1[C@@H](COC[C@H]1C)C1=CC(=NC(=C1)Cl)C1=CC(=NC=C1)C(=O)N